methyl 3-[1-[6-oxo-5-(trifluoromethyl)-1H-pyridazin-3-yl]ethoxy]propanoate O=C1C(=CC(=NN1)C(C)OCCC(=O)OC)C(F)(F)F